N-(4-(4-morpholino-7-((2-(trimethylsilyl)ethoxy)methyl)-7H-pyrrolo[2,3-d]pyrimidin-6-yl)phenyl)piperidine-4-sulfonamide O1CCN(CC1)C=1C2=C(N=CN1)N(C(=C2)C2=CC=C(C=C2)NS(=O)(=O)C2CCNCC2)COCC[Si](C)(C)C